CN1CC2(CC2C1)C#CC1=C(C=C2C(=NC=NC2=C1)NC1=CC(=C(C=C1)OC1=CC=2N(C=C1)N=CN2)C)N 7-[2-(3-methyl-3-azabicyclo[3.1.0]hexan-1-yl)ethynyl]-N4-[3-methyl-4-([1,2,4]triazolo[1,5-a]pyridin-7-yloxy)-phenyl]quinazoline-4,6-diamine